ClC1=CNC2=C(C=CC(=C12)Cl)NS(=O)(=O)C1=CC=C(C=C1)S(=O)(=O)N1CC(C1)N1CCC2=CC=CC=C12 N-(3,4-dichloro-1H-indol-7-yl)-4-((3-(indolin-1-yl)azetidin-1-yl)sulfonyl)benzenesulfonamide